ethyl 2-(2-((7-bromo-2-(2-(2-(2-ethoxy-2-oxoethyl)phenoxy)ethyl)benzofuran-5-yl)methoxy)phenyl)acetate BrC1=CC(=CC=2C=C(OC21)CCOC2=C(C=CC=C2)CC(=O)OCC)COC2=C(C=CC=C2)CC(=O)OCC